1-(3-Chloro-2-((1-methyl-1H-pyrazol-5-yl)amino)phenyl)cyclopropane-1-carbonitrile ClC=1C(=C(C=CC1)C1(CC1)C#N)NC1=CC=NN1C